methoxymethyl 1-(difluoromethyl)-2,6-dimethylcyclohexa-2,5-diene-1-carboxylate FC(C1(C(=CCC=C1C)C)C(=O)OCOC)F